C(C)(C)(C)C=1C=C(C=CC1)C=1NC2=CC=C(C=C2C1)OCC(=O)O 2-((2-(3-(tert-butyl)phenyl)-1H-indol-5-yl)oxy)acetic acid